ClC=1C=C(C=C(C1)Cl)C1(CC(=NO1)C1=CC(=C(C(=O)O)C=C1)C)C(F)(F)F 4-[5-(3,5-dichlorophenyl)-5-(trifluoromethyl)-4H-isoxazol-3-yl]-2-methyl-benzoic acid